COC=1C=C(C=C2CCN(C(C12)=O)CC(F)(F)F)C1=CN=C2N1C=CC(=C2)C(C#N)(C)C 2-[3-[8-methoxy-1-oxo-2-(2,2,2-trifluoroethyl)-3,4-dihydroisoquinolin-6-yl]imidazo[1,2-a]pyridin-7-yl]-2-methyl-propanenitrile